2-[2-hydroxy-4-octyloxy-phenyl]-benzotriazole OC1=C(C=CC(=C1)OCCCCCCCC)N1N=C2C(=N1)C=CC=C2